1-(4-(2H-1,2,3-triazol-2-yl)benzyl)-4-cyclobutylpiperazine-2,3-dione N=1N(N=CC1)C1=CC=C(CN2C(C(N(CC2)C2CCC2)=O)=O)C=C1